4-methoxy-2-phenyl-1-(1,10-phenanthroline-2-yl)-1H-benzimidazole COC1=CC=CC=2N(C(=NC21)C2=CC=CC=C2)C2=NC1=C3N=CC=CC3=CC=C1C=C2